The molecule is a ceramide that is the N-tetracosanoyl derivative of eicosasphinganine. It is a C20 dihydroceramide, a Cer(d44:0) and a N-(very-long-chain fatty acyl)-sphingoid base. CCCCCCCCCCCCCCCCCCCCCCCC(=O)N[C@@H](CO)[C@@H](CCCCCCCCCCCCCCCCC)O